distearyltin maleate C(\C=C/C(=O)[O-])(=O)[O-].C(CCCCCCCCCCCCCCCCC)[Sn+2]CCCCCCCCCCCCCCCCCC